C(C)OC(=C)C1=CC=C(C(=N1)OC)CO (6-(1-ethoxyvinyl)-2-methoxypyridin-3-yl)methanol